FC(C1(CC1)N1C=C(C(=CC1=O)NC1CCN(CC1)C)C(=O)NC(C)C1=CC(=C(C=C1)OC)C(F)(F)F)F 1-(1-(difluoromethyl)cyclopropyl)-N-(1-(4-methoxy-3-(trifluoromethyl)phenyl)ethyl)-4-((1-methylpiperidin-4-yl)amino)-6-oxo-1,6-dihydropyridine-3-carboxamide